OC1=CC=C(C=C1)CCC(=O)C1=CC=CC=C1 3-(4-hydroxyphenyl)-1-phenylpropane-1-one